CC=1C=CC=C2CCCN(C12)S(=O)(=O)C1=C(C=CC(=C1)N1C=NC(=C1)C)C 8-methyl-1-[2-methyl-5-(4-methyl-1H-imidazol-1-yl)benzenesulfonyl]-1,2,3,4-tetrahydroquinoline